4-((4-(4-(3-((4-((3-chloro-4-fluorophenyl)amino)-7-methoxyquinazolin-6-yl)oxy)propyl)piperazin-1-yl)-4-oxobutyl)thio)-2-(2,6-dioxopiperidin-3-yl)isoindoline-1,3-dione ClC=1C=C(C=CC1F)NC1=NC=NC2=CC(=C(C=C12)OCCCN1CCN(CC1)C(CCCSC1=C2C(N(C(C2=CC=C1)=O)C1C(NC(CC1)=O)=O)=O)=O)OC